C(C)(C)(C)C1=NN(C(=C1)NC(=O)NC1=C(C=C(C=C1)OC1=CC=NC=2NC(C=NC21)=O)SC)C2=CC=C(C=C2)OCCN2CCOCC2 1-(3-(tert-butyl)-1-(4-(2-morpholinoethoxy)phenyl)-1H-pyrazol-5-yl)-3-(2-(methylthio)-4-((3-oxo-3,4-dihydropyrido[2,3-b]pyrazin-8-yl)oxy)phenyl)urea